COC1=NC=NC=C1C 4-methoxy-5-methylpyrimidin